N-(4-(4,4,5,5-tetramethyl-1,3,2-dioxaborolan-2-yl)pyridin-2-yl)propionamide CC1(OB(OC1(C)C)C1=CC(=NC=C1)NC(CC)=O)C